BrC=1C(=NN(C1C#N)C(C)C)CBr 4-bromo-3-(bromomethyl)-1-isopropyl-1H-pyrazole-5-carbonitrile